ClC1=C(C=CC=C1)C1=NC=2NC(N(C(C2N1C1=CC=C(C=C1)Cl)=O)C[C@@H](C(=O)N)C)=O (2S)-3-[8-(2-chlorophenyl)-7-(4-chlorophenyl)-2,6-dioxo-3H-purin-1-yl]-2-methylpropanamide